Methyl 2-(4-(2-((4-chloro-2-fluorobenzyl) oxy) pyrimidin-4-yl)-2-fluorobenzyl)-1-((1-(cyanomethyl) cyclopropyl) methyl)-1H-benzo[d]imidazole-6-carboxylate ClC1=CC(=C(COC2=NC=CC(=N2)C2=CC(=C(CC3=NC4=C(N3CC3(CC3)CC#N)C=C(C=C4)C(=O)OC)C=C2)F)C=C1)F